FC1=C(C=CC=C1)C(C)=NO 1-(2-fluorophenyl)ethanone oxime